5-(Benzylthio)-2-chloro-1,7-naphthyridine C(C1=CC=CC=C1)SC1=C2C=CC(=NC2=CN=C1)Cl